ClC1=C(C=C(C=C1)C1=CC(=CC=C1)C(C)(C)O)CC(C(=O)NC1=CC=C(C=C1)C=1N(C=NC1)C)NC(=O)C=1N(N=CC1)C N-[1-[[2-chloro-5-[3-(1-hydroxy-1-methyl-ethyl)phenyl]phenyl]methyl]-2-[4-(3-methylimidazol-4-yl)anilino]-2-oxo-ethyl]-2-methyl-pyrazole-3-carboxamide